BrC1=C(OCCN2N=CN=C2)C(=CC=C1)[N+](=O)[O-] 1-(2-(2-bromo-6-nitrophenoxy)ethyl)-1H-1,2,4-triazole